C(#N)C(C)(C)C1=CC(=C(C=C1O)CC(=O)NC1=CC(=NC=C1)C(=O)NC1(CC1)C(F)(F)F)F 4-[[2-[4-(1-Cyano-1-methyl-ethyl)-2-fluoro-5-hydroxy-phenyl]acetyl]amino]-N-[1-(trifluoromethyl)cyclopropyl]pyridine-2-carboxamide